C(N(C([2H])([2H])[2H])CC1=CC=C(C=C1)B1OC(C(O1)(C)C)(C)C)([2H])([2H])[2H] N-(methyl-d3)-N-(4-(4,4,5,5-tetramethyl-1,3,2-dioxaborolan-2-yl)benzyl)methanamine-d3